NC=1C=C(C=CC1)N1C(N(C(C=2C1=C(C(N(C2NC2=C(C=C(C=C2)I)F)C)=O)C)=O)C2CC2)=O 1-(3-aminophenyl)-3-cyclopropyl-5-((2-fluoro-4-iodophenyl)amino)-6,8-dimethylpyrido[4,3-d]pyrimidine-2,4,7(1H,3H,6H)-trione